2-(4-(4-methoxyphenyl)piperazin-1-yl)benzo[d]thiazole-6-carboxylic acid COC1=CC=C(C=C1)N1CCN(CC1)C=1SC2=C(N1)C=CC(=C2)C(=O)O